C(C)(C)(C)OC(CC1(CCN(CC1)C1=C(C=C(C(=C1)OC)N)F)O)=O 2-[1-(4-amino-2-fluoro-5-methoxy-phenyl)-4-hydroxy-4-piperidinyl]acetic acid tert-butyl ester